P(=O)(OC)(OC)OC(=C)C1=C(C=CC=C1)Cl dimethyl (1-(2-chlorophenyl) vinyl) phosphate